C(CCCCCCCCCCCCCCCCCCCCCC)S(=O)(=O)[O-].[NH4+] ammonium tricosyl-sulfonate